FC=1C=C(C=CC1)S(=O)(=O)C(C=1SC(=CC1)C)C1=CC=CC=C1 2-(((3-fluorophenyl)sulfonyl)(phenyl)methyl)-5-methylthiophene